[N+](=O)([O-])C1=CC=C(C=C1)S(=O)(=O)N1CC(CCC1)C[N+]1=NOC(=C1)[N-]C(NC1=CC(=CC(=C1)C(F)(F)F)NC(CC1=CC=CC=C1)=O)=O (3-((1-((4-Nitrophenyl)sulfonyl)piperidin-3-yl)methyl)-1,2,3-oxadiazol-3-ium-5-yl)((3-(2-phenylacetamido)-5-(trifluoromethyl)phenyl)carbamoyl)amide